C1C(NCS1)C(=O)O The molecule is a sulfur-containing amino acid that is proline in which the methylene group at position 4 is replaced by a sulfur atom. It has a role as a hepatoprotective agent, an antioxidant and an antidote. It is a sulfur-containing amino acid, a thiazolidinemonocarboxylic acid and a non-proteinogenic alpha-amino acid. It is a tautomer of a thioproline zwitterion.